(E)-1-(5-(6-chloro-3-(1H-imidazol-1-yl)-5-methoxy-1-methyl-1H-pyrrolo[3,2-b]pyridin-2-yl)-4H-1,2,4-triazol-3-yl)ethan-1-one O-(2-hydroxyethyl) oxime OCCO\N=C(/C)\C1=NN=C(N1)C1=C(C2=NC(=C(C=C2N1C)Cl)OC)N1C=NC=C1